O1C=CN2C1=CN1C(=C2)C=CC(=C1)C(=O)N oxazolo[3,2-a]pyrido[1,2-d]pyrazine-8-carboxamide